(E)-2-(6,7-difluoro-1-(4-(4-fluorophenoxy)benzylidene)-2-methyl-1H-inden-3-yl)-acetic acid FC1=CC=C2C(=C(\C(\C2=C1F)=C/C1=CC=C(C=C1)OC1=CC=C(C=C1)F)C)CC(=O)O